2-(4-cyclopropyl-6-methoxypyrimidin-5-yl)-5-cyclopropyl-8-(4-(1-methyl-4-(trifluoromethyl)-1H-imidazol-2-yl)benzyl)-7,8-dihydropteridin C1(CC1)C1=NC=NC(=C1C1=NC=2N(CCN(C2C=N1)C1CC1)CC1=CC=C(C=C1)C=1N(C=C(N1)C(F)(F)F)C)OC